CC1=C2C=3C=CC(=CC3N(C2=CC=C1)C)CC(=O)NCC1=CC=C(C=C1)F 2-(5,9-dimethyl-9H-carbazol-2-yl)-N-(4-fluorobenzyl)acetamide